aluminum triphosphonate P(=O)([O-])OP(=O)([O-])OP(=O)[O-].[Al+3]